F[C@H]1CN(CC1)C1=CC2=C(C[C@@](O2)(C)CO)C=C1NC(=O)C=1C=NN2C1N=CC=C2 N-[(2s)-6-[(3R)-3-Fluoropyrrolidin-1-yl]-2-(hydroxymethyl)-2-methyl-3H-benzofuran-5-yl]pyrazolo[1,5-a]pyrimidine-3-carboxamide